C(C)C1=NC(=CC(=C1)NC(OC1=CC=CC=C1)=O)C phenyl (2-ethyl-6-methylpyridin-4-yl)carbamate